COC1=C(C(=O)O)C(=CC(=C1)OC)\C=C\C1CCN(CC1)C(=O)OC(C)(C)C (E)-2,4-dimethoxy-6-{2-[1-(tert-butoxycarbonyl)piperidin-4-yl]vinyl}benzoic acid